ClC=1C=CC(=NC1)CC (5-chloropyridin-2-yl)ethan